N1=CC(=CC=C1)CCC#CC=1SC(=CN1)\C=N/O (Z)-2-(4-(pyridin-3-yl)but-1-yn-1-yl)thiazole-5-carbaldehyde oxime